C(C(=C)C)(=O)OCCCCCCCCCCCCCCCCCCCCC n-heneicosyl methacrylate